Cl.Cl.ClC=1C2=CN(N=C2C=CC1C1=NNC2=NC(=C(N=C21)C)N2C1CC(CC2CC1)N)C exo-8-[3-(4-chloro-2-methyl-2H-indazol-5-yl)-5-methyl-1H-pyrazolo[3,4-b]pyrazin-6-yl]-8-azabicyclo[3.2.1]octan-3-amine, dihydrochloride salt